(4-Bromophenyl)boronic acid BrC1=CC=C(C=C1)B(O)O